tert-butyl 4-(3-iodo-5-methyl-pyrazol-1-yl)piperidine-1-carboxylate IC1=NN(C(=C1)C)C1CCN(CC1)C(=O)OC(C)(C)C